4-(chloroacetyl)catechol ClCC(=O)C=1C=C(C(O)=CC1)O